BrC=1N=NC2=CC=C(C=C2C1O)Br 3,6-dibromo-cinnolin-4-ol